Cl.CC(C)NN (propan-2-yl)hydrazine hydrochloride